tert-Butyl 4-(hydroxymethyl)furan-2-carboxylate OCC=1C=C(OC1)C(=O)OC(C)(C)C